C(=C)C1=CC=[N+](C=C1)CCCS(=O)(=O)[O-] 3-(4-vinylpyridinium-1-yl)propane-1-sulfonate